2,4-dibromo-6H,7H,8H,9H,10H-cyclohepta[b]quinoline-11-amine hydrochloride Cl.BrC=1C=C2C(=C3C(=NC2=C(C1)Br)CCCCC3)N